BrC1=CC(=C(C=C1)N1CCNCC1)F 1-(4-bromo-2-fluorophenyl)piperazine